Potassium chloroiridium Cl[Ir].[K]